C(CCCCCCCCCCC)N1C2=C(C3=C1C=C(S3)[Sn](C)(C)C)SC(=C2)[Sn](C)(C)C 4-dodecyl-2,6-bis(trimethylstannyl)-4H-dithieno[3,2-b:2',3'-d]Pyrrole